tert-butyl 3-(2-(3-((5S)-5-(2-ethoxy-2-oxoethyl)-8-(1-methyl-1H-pyrazol-4-yl)-3,6,9-trioxo-1-phenyl-2-oxa-4,7,10-triazaundecan-11-yl)-4-methylphenoxy)ethyl)piperidine-1-carboxylate C(C)OC(C[C@H](NC(OCC1=CC=CC=C1)=O)C(NC(C(NCC=1C=C(OCCC2CN(CCC2)C(=O)OC(C)(C)C)C=CC1C)=O)C=1C=NN(C1)C)=O)=O